[3-[(4-methoxy-2-pyridyl)amino]-1-(2,2,2-trifluoroethyl)pyrazolo[4,3-c]pyridin-6-yl]-(1,4-oxazepan-4-yl)methanone COC1=CC(=NC=C1)NC1=NN(C2=C1C=NC(=C2)C(=O)N2CCOCCC2)CC(F)(F)F